Br[SiH]1C[SiH2]C1 1-bromo-1,3-disilacyclobutane